C(#N)C=1C=C(C=C(C1)C(F)F)N1N=CC(=C1)[C@@H](C(=O)NC1=NNC(=C1)C1CC1)C (S)-2-(1-(3-cyano-5-(difluoromethyl)phenyl)-1H-pyrazol-4-yl)-N-(5-cyclopropyl-1H-pyrazol-3-yl)propanamide